titanium phosphate sodium salt [Na+].P(=O)([O-])([O-])[O-].[Ti+4]